trichloromonofluoro-methane ClC(F)(Cl)Cl